FCCCN1CC(C1)CC1=CC=C(S1)[C@H]1N([C@@H](CC2=C1NC1=CC=CC=C21)C)CC(C(F)(F)F)(F)F (1S,3R)-1-(5-((1-(3-Fluoropropyl)azetidin-3-yl)methyl)thiophen-2-yl)-3-methyl-2-(2,2,3,3,3-pentafluoropropyl)-2,3,4,9-tetrahydro-1H-pyrido[3,4-b]indole